COC=1C=C2C(=C(C=NC2=CC1OC)S(=O)(=O)C1=CC=C(C=C1)OC)N1CC(CC1)C1=CC=CC=C1 6,7-dimethoxy-3-((4-methoxyphenyl)sulfonyl)-4-(3-phenylpyrrolidin-1-yl)quinoline